((diphenylmethylene)amino)-2-isopropylthiazole-4-carboxylic acid ethyl ester C(C)OC(=O)C=1N=C(SC1N=C(C1=CC=CC=C1)C1=CC=CC=C1)C(C)C